C1(=CC=CC=C1)C1=CN=C(N1)C1=NC=CC(=C1)C=1C=NC=C(C1)NCC1CCOCC1 2'-(5-Phenyl-1H-imidazol-2-yl)-N-(tetrahydro-2H-pyran-4-ylmethyl)-3,4'-bipyridin-5-amin